C(CCCCCCCCCCCCC\C=C/CCCCCCCC)(=O)OCC=1C(=C(C(=NC1)C)O)CO pyridoxine nervonate